C=12C3=CC=CC(CCOC(NCCOC4=CC=C(NN1)C2=C4)=O)=C3 9,14-dioxa-11,19,20-triazatetracyclo[13.5.2.12,6.018,21]tricosa-1(20),2,4,6(23),15,17,21-heptaen-10-one